OC(=O)C(F)(F)F.FC(C1=CC=C(COC=2C=C3C(=CNC3=CC2)N)C=C1)(F)F 5-((4-(trifluoromethyl)benzyl)oxy)-1H-indol-3-amine TFA salt